N1N=C(C=C1)C1(CC1)C(=O)OC methyl 1-(1H-pyrazol-3-yl)cyclopropane-1-carboxylate